NC=1C=C(C=CC1N)C(C(F)(F)F)(C(F)(F)F)C1=CC(=C(C=C1)N)N 2,2-bis(3',4-diaminophenyl)hexafluoropropane